C(C)(C)(C)OC(=O)N1[C@@H](C[C@@]2(CC(OC2)(C)C)CC1)C (5R,7R)-3,3,7-trimethyl-2-oxa-8-azaspiro[4.5]decane-8-carboxylic acid tert-butyl ester